[3-[(4-fluoro-2-pyridyl)amino]-1-(2,2,2-trifluoroethyl)pyrazolo[4,3-c]pyridin-6-yl]-(3-endo-hydroxy-8-azabicyclo[3.2.1]octan-8-yl)methanone FC1=CC(=NC=C1)NC1=NN(C2=C1C=NC(=C2)C(=O)N2C1CC(CC2CC1)O)CC(F)(F)F